tert-Butyl (2S,3S)-3-[(3-cyano-4-fluorophenyl)carbamoyl]-2-methylpyrrolidine-1-carboxylate C(#N)C=1C=C(C=CC1F)NC(=O)[C@@H]1[C@@H](N(CC1)C(=O)OC(C)(C)C)C